4-((2-(1H-pyrazol-4-yl)ethyl)amino)-5,6-dimethyl-N-(pyridin-2-ylmethyl)pyrimidine-2-carboxamide N1N=CC(=C1)CCNC1=NC(=NC(=C1C)C)C(=O)NCC1=NC=CC=C1